FC1CC(CN(C1)[C@@H]1[C@H](CC(C1)C1=CC=C(C=C1)F)N1N=CN=C1)N 5-fluoro-1-[(1s,2s)-4-(4-fluorophenyl)-2-(1H-1,2,4-triazol-1-yl)cyclopentyl]piperidin-3-amine